(3-(1-methyl-1H-pyrazol-4-yl)phenyl)methanone CN1N=CC(=C1)C=1C=C(C=CC1)C=O